ClC1=C(C=CC=C1)[C@@H](C)OC(=O)NC=1C(=NOC1C1=CC=C(C(=N1)C)NC(=O)[C@@H]1C([C@H]1C(=O)O)(F)F)C (1R,3R)-3-((6-(4-((((R)-1-(2-chlorophenyl)ethoxy)carbonyl)amino)-3-methylisoxazol-5-yl)-2-methylpyridin-3-yl)carbamoyl)-2,2-difluorocyclopropane-1-carboxylic acid